e-camphor C12(C(=O)CC(CC1)C2(C)C)C